The molecule is a phosphatidylinositol mannoside having on a myo-inositol ring a phosphatidyl moiety (carrying palmitoyl and 10-methyloctadecanoyl groups) at the 1-position, an alpha-D-mannosyl residue at the 2-position, a palmitoyl group at the 5-position and a 6-O-palmitoyl-alpha-D-mannosyl group at the 6-position. It has a role as a bacterial metabolite and an allergen. It is a conjugate acid of a 2-O-alpha-D-mannosyl-1-O-{1-O-[(10S)-10-methyloctadecanoyl]-2-O-palmitoyl-sn-glycero-3-phosphonato}-5-O-palmitoyl-6-O-(6-O-palmitoyl-alpha-D-mannosyl)-1D-myo-inositol. CCCCCCCCCCCCCCCC(=O)OC[C@@H]1[C@H]([C@@H]([C@@H]([C@H](O1)O[C@@H]2[C@H]([C@@H]([C@H]([C@H]([C@H]2OP(=O)(O)OC[C@@H](COC(=O)CCCCCCCC[C@@H](C)CCCCCCCC)OC(=O)CCCCCCCCCCCCCCC)O[C@@H]3[C@H]([C@H]([C@@H]([C@H](O3)CO)O)O)O)O)O)OC(=O)CCCCCCCCCCCCCCC)O)O)O